(E)-7-methoxy-5-undecene COC(/C=C/CCCC)CCCC